C(C=C)(=O)N1C[C@@H]([C@@H](C1)F)OC(=O)N[C@@H](CC1=CC=CC=C1)B(O)O ((R)-1-(((((3S,4R)-1-acryloyl-4-fluoropyrrolidin-3-yl)oxy)carbonyl)amino)-2-phenylethyl)boronic acid